L(+)-threose C([C@@H]([C@H](C=O)O)O)O